(R)-N-((6-(3,3-Difluoropyrrolidin-1-yl)pyridazin-3-yl)methyl)-1-(pyrimidin-2-yl)ethan-1-amine FC1(CN(CC1)C1=CC=C(N=N1)CN[C@H](C)C1=NC=CC=N1)F